bis{3,4,6-trichloro-2-[(cyclopentylmethoxy)carbonyl] phenyl}oxalate ClC=1C(=C(C(=CC1Cl)Cl)OC(C(=O)OC1=C(C(=C(C=C1Cl)Cl)Cl)C(=O)OCC1CCCC1)=O)C(=O)OCC1CCCC1